ClC1=CNC=2N=C(N=C(C21)NC2CC2)NC2=C(C=C(C=C2)S(=O)(=O)C)OC 5-chloro-N4-cyclopropyl-N2-(2-methoxy-4-(methylsulfonyl)phenyl)-7H-pyrrolo[2,3-d]pyrimidine-2,4-diamine